3-amino-1-((1r,4r)-4-(methoxy-d3)cyclohexyl)pyridin-2(1H)-one hydrochloride Cl.NC=1C(N(C=CC1)C1CCC(CC1)OC([2H])([2H])[2H])=O